C(CCCCCC)C1C(CCC1)=O 2-HEPTYLCYCLOPENTAN-1-ONE